ClC(C1=NC(=NO1)C1=CC=2N(C=C1)C=C(N2)C(=O)N=S(C2=CC=CC=C2)(=O)C)(F)F 7-(5-(chlorodifluoromethyl)-1,2,4-oxadiazol-3-yl)-N-(methyl(oxo)(phenyl)-λ6-sulfaneylidene)imidazo[1,2-a]pyridine-2-carboxamide